CC1=NC(=CC(=N1)NC1=C(C(=O)NOCC)C(=CC=N1)NC1=C(C=C(C=C1)F)N(S(=O)(=O)C1CC1)C)C ((2,6-dimethyl-pyrimidin-4-yl)amino)-N-ethoxy-4-((4-fluoro-2-(N-methyl-cyclopropylsulfonamido)phenyl)amino)nicotinamide